C(C)(C)(C)C1=C(SC=2N(C(=CC21)C=O)CC2CC2)C2CC2 Tert-butyl-2-cyclopropyl-6-(cyclopropylmethyl)-6H-thieno[2,3-b]pyrrole-5-carbaldehyde